N(=[N+]=[N-])C[C@@H]1[C@H](OC(O1)(C)C)CN1CC2=CC=CC=C2CC1 2-(((4r,5r)-5-(azidomethyl)-2,2-dimethyl-1,3-dioxolan-4-yl)methyl)-1,2,3,4-tetrahydroisoquinoline